C(C)(C)OC([C@H]([C@H]([C@@H]([C@H](C=O)O)O)O)O)=O D-glucuronic acid iso-propyl ester